CN1N=C(C=C1)C=1C2=C(N=C(N1)CC1=CC(=CC=C1)C(F)(F)F)CN(CC2)C(C=C)=O 1-(4-(1-methyl-1H-pyrazol-3-yl)-2-(3-(trifluoromethyl)benzyl)-5,8-dihydropyrido[3,4-d]pyrimidin-7(6H)-yl)prop-2-en-1-one